N-(4-(3-ethoxy-5-hydroxy-2-(3-methylbut-2-en-1-yl)styryl)-2-methoxyphenyl)carboxamide C(C)OC=1C(=C(C=CC2=CC(=C(C=C2)NC=O)OC)C=C(C1)O)CC=C(C)C